(R)-6-(imidazo[1,2-a]pyrazin-3-yl)-N-(piperidin-3-yl)pyridin-2-amine N=1C=C(N2C1C=NC=C2)C2=CC=CC(=N2)N[C@H]2CNCCC2